Methyl 1-benzyl-6-ethyl-7-(naphthalen-1-ylmethyl)-5-oxo-8-(3-(trifluoromethyl)phenyl)-1,2,3,5-tetrahydroimidazo[1,2-a]pyridine-3-carboxylate C(C1=CC=CC=C1)N1CC(N2C1=C(C(=C(C2=O)CC)CC2=CC=CC1=CC=CC=C21)C2=CC(=CC=C2)C(F)(F)F)C(=O)OC